FC1=C(C=C(C=C1)NC(=O)C1=C(N(C(=C1C)C(C(=O)NCC(C)(C)O)=O)CCF)C)C N-(4-fluoro-3-methylphenyl)-1-(2-fluoroethyl)-5-(2-((2-hydroxy-2-methylpropyl)amino)-2-oxoacetyl)-2,4-dimethyl-1H-pyrrole-3-carboxamide